BrC=1SC(=CN1)C(C)(C)C 2-bromo-5-(tert-butyl)-1,3-thiazole